6-(5-((1s,3R)-3-methyl-1-(4-methyl-4H-1,2,4-triazol-3-yl)cyclobutyl)thiophen-2-yl)-2-(((S)-3-methylpiperidin-1-yl)methyl)-4-(trifluoromethyl)-1,6-dihydro-7H-pyrrolo[2,3-c]pyridin-7-one CC1CC(C1)(C1=NN=CN1C)C1=CC=C(S1)N1C(C2=C(C(=C1)C(F)(F)F)C=C(N2)CN2C[C@H](CCC2)C)=O